OC1=C(C=C(C=C1)N1C(C2=CC(=C(C=C2CC1)C1=CC=CC=C1)OC)=O)NS(=O)(=O)C N-(2-hydroxy-5-(7-methoxy-1-oxo-6-phenyl-3,4-dihydroisoquinolin-2(1H)-yl)phenyl)methanesulfonamide